Ethyl (3-bromo-4-fluoro-2-(methylamino)phenyl)glycinate BrC=1C(=C(C=CC1F)NCC(=O)OCC)NC